tert-butyl N-[2-[2-[4-[[tert-butyl(dimethyl)silyl]oxymethyl]cyclohexyl]ethynyl]-4-pyridyl]carbamate [Si](C)(C)(C(C)(C)C)OCC1CCC(CC1)C#CC1=NC=CC(=C1)NC(OC(C)(C)C)=O